2-((dimethylamino)methylene)-5-(1H-indol-4-yl)cyclohexane-1,3-dione CN(C)C=C1C(CC(CC1=O)C1=C2C=CNC2=CC=C1)=O